OC1=C(C=C(C=C1)/C=C/C(=O)C1=CC=C(C=C1)NC(=O)C(CC(CC(C(=O)OC)C)C(NCOC)=O)(CC)C)OC Methyl 6-[[4-[(E)-3-(4-hydroxy-3-methoxyphenyl)prop-2-enoyl]phenyl]carbamoyl]-4-(methoxymethylcarbamoyl)-2,6-dimethyloctanoate